FC(OC1CCC(CC1)COC1=NN=C(S1)N)F 5-(((1r,4r)-4-(difluoromethoxy)cyclohexyl)methoxy)-1,3,4-thiadiazol-2-amine